NCCNC1=CC=CC(=N1)S(=O)(=O)NC(=O)C=1C(=NC(=CC1)C(C)(C)C)OC1=C(C=C(C=C1C)C)C N-[[6-(2-Aminoethylamino)-2-pyridyl]sulfonyl]-6-tert-butyl-2-(2,4,6-trimethylphenoxy)pyridin-3-carboxamid